C(C)(C)OC1=CN=C(C=C1C(=O)N)C1=NSC(=N1)NC1=NC=CC=C1C(C)C 5-isopropoxy-2-(5-(3-isopropylpyridin-2-ylamino)-1,2,4-thiadiazol-3-yl)isonicotinamide